C(C1=CC=CC=C1)OC=1C=CC2=C(C(=C(O2)C)C(=O)N[C@H]2C[C@@H]3N(C(CNC3=O)=O)C2)C1 5-(benzyloxy)-N-((7S,8aS)-1,4-dioxooctahydropyrrolo[1,2-a]pyrazin-7-yl)-2-methylbenzofuran-3-carboxamide